C(C)(C)(C)OC(=O)N[C@@H](CC(=O)OC(COP(=O)(O)OC[C@H](CCCCCCCCCCCCCCC(=O)[O-])CCCCCCCCCCCCCC(=O)[O-])COC(C[C@@H](C)NC(=O)OC(C)(C)C)=O)C (2R)-3-(((2,3-bis(((R)-3-((tert-butoxycarbonyl)amino)butanoyl)oxy)propoxy)(hydroxy)phosphoryl)oxy)propane-1,2-diyl-ditetradecanoate